N[C@@H](COCCCCNC(OCC1=CC=CC=C1)=O)C (R)-benzyl (4-(2-aminopropoxy)butyl)carbamate